N-(4-chloro-2,6-diethylphenylcarbamoyl)-4-(2-hydroxypropan-2-yl)thiophene-2-sulfonamide ClC1=CC(=C(C(=C1)CC)NC(=O)NS(=O)(=O)C=1SC=C(C1)C(C)(C)O)CC